Methyl 4-(2-(1H-1,2,4-triazol-1-yl)acetamido)-2-hydroxybenzoate N1(N=CN=C1)CC(=O)NC1=CC(=C(C(=O)OC)C=C1)O